N1=CC=C(C=C1)C(CO)CO 2-(pyridine-4-yl)-1,3-propanediol